4-fluorobenzenesulfonamide hydrochloride Cl.FC1=CC=C(C=C1)S(=O)(=O)N